C1(=CC=CC=C1)C(=O)C=1N(C(=CN1)C1=CC=CC=C1)C1=CC(=CC=C1)C(F)(F)F Phenyl-{5-phenyl-1-[3-(trifluoromethyl)phenyl]imidazol-2-yl}methanone